1-(3-{8-azabicyclo[3.2.1]octan-3-yl}-5-{[(5-chlorothiophen-2-yl)methyl]amino}-1H-pyrazol-1-yl)-2,2-dimethylpropan-1-one C12CC(CC(CC1)N2)C2=NN(C(=C2)NCC=2SC(=CC2)Cl)C(C(C)(C)C)=O